C12(CC(C1)C2)C=2SC(=C(N2)C=2C(=C(C=CC2)NS(=O)(=O)N2C(OCC2)=O)F)C2=NC(=NC=C2)NC2CC1(CS(C1)(=O)=O)C2 N-(3-(2-(bicyclo[1.1.1]pentan-1-yl)-5-(2-((2,2-dioxido-2-thiaspiro[3.3]-heptan-6-yl)amino)pyrimidin-4-yl)thiazol-4-yl)-2-fluorophenyl)-2-oxooxazolidine-3-sulfonamide